Cl.C(C)(=O)O[C@@H]1O[C@@H]([C@H]([C@@H]([C@H]1N)OC(C)=O)OC(C)=O)COC(C)=O (2S,3R,4R,5S,6R)-6-(Acetoxymethyl)-3-aminotetrahydro-2H-pyran-2,4,5-triyl triacetate hydrochloride